FC1=CC=C(C=C1)C#CC=1C=C(C=CC1I)NC(=O)NCC1=CC=2N(C=C1)C=CN2 1-(3-((4-fluorophenyl)ethynyl)-4-iodophenyl)-3-(imidazo[1,2-a]pyridin-7-ylmethyl)urea